C(CC)C1(C2=CC=CC=C2C=2C=CC=CC12)CCC 9,9-Di-n-propylfluorene